CC1(C2CCC3(C(CCC(C13)=O)(C)C)C2)C 1,3,4,6,7,8a-hexahydro-1,1,5,5-tetramethyl-2h-2,4a-methanonaphthalene-8(5h)-one